5-(4-Chloropyrazol-1-yl)-4-oxo-1-[4-(Trifluoromethoxy)Phenyl]Cinnoline-3-Carboxylic Acid ClC=1C=NN(C1)C1=C2C(C(=NN(C2=CC=C1)C1=CC=C(C=C1)OC(F)(F)F)C(=O)O)=O